CS(=O)(=O)OCCCCS(=O)(=O)C (methyl sulfonyl)butyl methanesulfonate